N=1N(N=C2C1C=CC=C2)C2=C(C(=CC(=C2)C(C)(C)C)CC(C)C)O 2-(2H-benzotriazol-2-yl)-4-(1,1-dimethylethyl)-6-(2-methylpropyl)-phenol